COC=1C=C(COC2=CC=C(OCCOCCNC3CCCC3)C=C2)C=C(C1OC)OC N-(2-(2-(4-(3,4,5-trimethoxybenzyloxy)phenoxy)ethoxy)ethyl)cyclopentylamine